C[N+](C)(C)C[C@@H](CC#N)O.[Cl-] (R)-3-cyano-2-hydroxy-N,N,N-trimethyl-1-propanaminium chloride